2-(4-(dec-9-yn-1-yloxy)phenyl)acetic acid C(CCCCCCCC#C)OC1=CC=C(C=C1)CC(=O)O